Pyranthren C1=CC=CC=2C3=CC4=CC=C5C=C6C=CC=CC6=C6C=C7C=CC(=CC12)C3=C7C4=C56